CC#CCCCCCCCC (E)-undec-2-yne